sec-heptyl xanthate O(C(=S)[S-])C(C)CCCCC